methyl (1R,3S)-1-(3-bromo-4-fluorobenzyl)-3-((tert-butoxycarbonyl)amino)cyclopentane-1-carboxylate BrC=1C=C(C[C@]2(C[C@H](CC2)NC(=O)OC(C)(C)C)C(=O)OC)C=CC1F